C(C)(C)(C)OC(=O)N1[C@H](CCC1)C#CC(CN)O.ClC1=NC=C(C(=N1)OCC1=CC=C(C=C1)OC)I 2-chloro-5-iodo-4-((4-methoxybenzyl)oxy)pyrimidine tert-butyl-(2R)-2-(4-amino-3-hydroxybut-1-yn-1-yl)pyrrolidine-1-carboxylate